4-((2-((trans)-4-(3,4-Difluoro-2-methylphenyl)-cyclohexyl)ethyl)amino)tetrahydro-2H-pyran FC=1C(=C(C=CC1F)[C@@H]1CC[C@H](CC1)CCNC1CCOCC1)C